N-(1-((1R,2R)-2-fluorocyclopropyl)-2-oxo-1,2-dihydropyridin-3-yl)-7-isopropoxy-2-((1R,4S)-1-methyl-2-oxabicyclo[2.2.1]hept-4-yl)imidazo[1,2-a]pyridine-6-carboxamide F[C@H]1[C@@H](C1)N1C(C(=CC=C1)NC(=O)C=1C(=CC=2N(C1)C=C(N2)[C@]21CO[C@](CC2)(C1)C)OC(C)C)=O